2-(3-pyridylethynyl)aniline N1=CC(=CC=C1)C#CC1=C(N)C=CC=C1